ClC=1N=C(N(C1Cl)CCNC(OC(C)(C)C)=O)OC tert-butyl (2-(4,5-dichloro-2-methoxy-1H-imidazol-1-yl)ethyl)carbamate